4-((6-((R)-3-(4-amino-3-(4-phenoxyphenyl)-1H-pyrazolo[3,4-d]pyrimidin-1-yl)piperidin-1-yl)-6-oxohexyl)thio)-2-(2,6-dioxopiperidin-3-yl)-6-fluoroisoindoline-1,3-dione NC1=C2C(=NC=N1)N(N=C2C2=CC=C(C=C2)OC2=CC=CC=C2)[C@H]2CN(CCC2)C(CCCCCSC2=C1C(N(C(C1=CC(=C2)F)=O)C2C(NC(CC2)=O)=O)=O)=O